N1(CCOCC1)C1=CC(=NC=C1)NC1=NC=NC2=CC(=C(C=C12)NC(CCC(=O)OC)=O)OC methyl 4-((4-((4-morpholinylpyridin-2-yl) amino)-7-methoxyquinazolin-6-yl) amino)-4-oxobutyrate